O=C1NC(CCC1N1C(C2=CC=CC(=C2C1=O)SCCCCCC(=O)N1CCN(CC1)C1=CC=C(N=N1)C(=O)N1CCC(CC1)CCCCNC(\C=C\C=1C=NC=CC1)=O)=O)=O (E)-N-(4-(1-(6-(4-(6-((2-(2,6-dioxopiperidin-3-yl)-1,3-dioxoisoindolin-4-yl)thio)hexanoyl)piperazin-1-yl)pyridazine-3-carbonyl)piperidin-4-yl)butyl)-3-(pyridin-3-yl)acrylamide